tert-Butyl-3-[7-[3-(tert-butoxycarbonylamino)-8-ethyl-7-fluoro-1-naphthyl]-8-fluoro-2-[[1-(hydroxymethyl)cyclopropyl]methoxy]pyrido[4,3-d]pyrimidin-4-yl]-3,8-diazabicyclo[3.2.1]octane C(C)(C)(C)C12CN(CC(CC1)N2)C=2C1=C(N=C(N2)OCC2(CC2)CO)C(=C(N=C1)C1=CC(=CC2=CC=C(C(=C12)CC)F)NC(=O)OC(C)(C)C)F